P(=O)(OCC1=CC=CC=C1)(OCC1=CC=CC=C1)OCCC1=CNC2=CC=C(C=C12)C1(CC1)C(NC(C1=CC=CC=C1)C=1C(=NOC1C)C)=O dibenzyl 2-[5-(1-{[(dimethyl-1,2-oxazol-4-yl)(phenyl)methyl]carbamoyl}cyclopropyl)-1H-indol-3-yl]ethyl phosphate